C(C)(C)(C)OC(=O)N1CC(C1)(F)COC(=O)N1CCC(CC1)NC1=C2N=CN(C2=NC(=N1)C)C(C)C 4-((9-isopropyl-2-methyl-9H-purin-6-yl)amino)piperidine-1-carboxylic acid (1-(tert-butoxycarbonyl)-3-fluoroazetidine-3-yl)methyl ester